FC=1C=C2C(=NC1)C(=CN2C)C2CCN(CC2)C=2C=CC1=C(N=C(O1)N1CCOCC1)C2 5-(4-(6-fluoro-1-methyl-1H-pyrrolo[3,2-b]pyridin-3-yl)piperidin-1-yl)-2-morpholinobenzo[d]oxazole